C(C)(C)(C)OC(=O)N[C@H]1CN(CC[C@@H]2N(C1=O)[C@@H](CC2)C(=O)O)C(CF)=O (5S,8S,10aR)-5-((tert-butoxycarbonyl)amino)-3-(2-fluoroacetyl)-6-oxodecahydropyrrolo[1,2-a][1,5]diazocine-8-carboxylic acid